2-chloro-4,6-diphenyl-triazine ClN1NC(=CC(=N1)C1=CC=CC=C1)C1=CC=CC=C1